C1(CC1)C=1C(=NC(=NC1)N[C@@H]1CN(CCC1)C(=O)OC(C)(C)C)C1=CN(C2=CC=CC=C12)S(=O)(=O)C1=CC=CC=C1 (S)-tert-butyl 3-((5-cyclopropyl-4-(1-(phenylsulfonyl)-1H-indol-3-yl)pyrimidin-2-yl)amino)piperidine-1-carboxylate